ClC1=CC=C(C(=N1)C(=O)O)NC(C)C=1C=C(C=C2C(N(C(=NC12)N1CCN(CC1)C(=O)OC)C)=O)C 6-Chloro-3-((1-(2-(4-(methoxycarbonyl)piperazin-1-yl)-3,6-dimethyl-4-oxo-3,4-dihydro-quinazolin-8-yl)ethyl)amino)picolinic acid